N-((1-ethyl-1,2,3,4-tetrahydroquinolin-6-yl)methyl)-4-(2-methoxyethyl)benzenesulfonamide C(C)N1CCCC2=CC(=CC=C12)CNS(=O)(=O)C1=CC=C(C=C1)CCOC